5-(N-(2-(4-(3-bromothiophene-2-carbonyl)piperazin-1-yl)phenyl)-N-methylsulfamoyl)-3-methylbenzothiophene-2-carboxylic acid ethyl ester C(C)OC(=O)C=1SC2=C(C1C)C=C(C=C2)S(N(C)C2=C(C=CC=C2)N2CCN(CC2)C(=O)C=2SC=CC2Br)(=O)=O